ClC=1C(=NC(=NC1)NC1CCN(CC1)S(=O)(=O)C=1N=CN(C1)C)C=1C=NN(C1)C=1C(=NC(=CC1)CNC)C 5-Chloro-N-(1-((1-methyl-1H-imidazol-4-yl)sulfonyl)piperidin-4-yl)-4-(1-(2-methyl-6-((methylamino)methyl)pyridin-3-yl)-1H-pyrazol-4-yl)pyrimidin-2-amine